C[C@@H]1[C@@H](C(NC2=C(O1)C=CC=N2)=O)NC(OC(C)(C)C)=O Tert-butyl (2R,3S)-2-methyl-4-oxo-2,3,4,5-tetrahydropyrido[3,2-b][1,4]oxazepin-3-ylcarbamate